Diethyl (tert-butoxycarbonyl)-L-valyl-D-glutamate C(C)(C)(C)OC(=O)N[C@@H](C(C)C)C(=O)N[C@H](CCC(=O)OCC)C(=O)OCC